3-nitrobenzyl-amine [N+](=O)([O-])C=1C=C(CN)C=CC1